CCCC1=CC(=C(C(=C1)OC)O)CC2=C(C(=CC(=C2)CCC)OC)O The molecule is a diarylmethane that is diphenylmethane substituted by hydroxy group at positions 2 and 2', methoxy groups st positions 3 and 3', and propyl groups at positions 5 and 5' respectively. It is a diarylmethane and a member of guaiacols. It derives from a hydride of a diphenylmethane.